2,5-dimethoxy-4-hydroxybenzyl alcohol COC1=C(CO)C=C(C(=C1)O)OC